C(C)(C)C1=NN(C=2N=C(C=C(C21)NCC2=NN(C=N2)C)C=2SC=C(N2)C)C 3-isopropyl-1-methyl-6-(4-methylthiazol-2-yl)-N-[(1-methyl-1,2,4-triazol-3-yl)methyl]pyrazolo[3,4-b]pyridin-4-amine